BrC=1C=C2C=C(C(N(C2=NC1)CC1=CC=C(C=C1)C#N)=O)C(=O)N[C@H](C)C1=CC=C(C=C1)F (R)-6-bromo-1-(4-cyanophenylmethyl)-N-(1-(4-fluorophenyl)ethyl)-2-oxo-1,2-dihydro-1,8-naphthyridine-3-carboxamide